OC(CC)N1N=NC(=C1)CN(CC=1N=NN(C1)C(CC)O)CC=1N=NN(C1)C(CC)O tris((1-hydroxy-propyl-1H-1,2,3-triazol-4-yl)methyl)amine